FC1=C(C=CC(=C1)C1=CC=C(C=C1)CCC)C1=CC=C(C=C1)CCCCC 2'-fluoro-4-pentyl-4''-propyl-p-terphenyl